3-methyl-5-(2,6,6-trimethyl-1-cyclohexene-1-yl)-2,4-pentadienyl-triphenyl-phosphonium chloride [Cl-].CC(=CC[P+](C1=CC=CC=C1)(C1=CC=CC=C1)C1=CC=CC=C1)C=CC1=C(CCCC1(C)C)C